ClC=1C(=NC=CC1C=1C=2N(C(=NC1C)N1CCC3([C@@H]([C@@H](OC3)C)N)CC1)C=CN2)OC (3S,4S)-8-[8-(3-chloro-2-methoxypyridin-4-yl)-7-methylimidazo[1,2-c]pyrimidin-5-yl]-3-methyl-2-oxa-8-azaspiro[4.5]decan-4-amine